Cl.NCC(=O)NC=1C=NC=C(C1)C=1SC2=C(N1)C=C(C=C2)OC 2-amino-N-(5-(5-methoxybenzo[d]thiazol-2-yl)pyridin-3-yl)acetamide hydrochloride